tert-butyl (R)-2-(1-oxo-6-(4,4,5,5-tetramethyl-1,3,2-dioxaborolan-2-yl)isoindolin-2-yl)butanoate O=C1N(CC2=CC=C(C=C12)B1OC(C(O1)(C)C)(C)C)[C@@H](C(=O)OC(C)(C)C)CC